FC1=CCC(CC1)C(C(=O)NC1=CC=C(C=C1)C=1C(=[N+](C=CC1C)[O-])C)NC(=O)C1=CC=NN1C 3-(4-(2-(4-fluorocyclohex-3-en-1-yl)-2-(1-methyl-1H-pyrazole-5-carboxamido)acetamido)phenyl)-2,4-dimethylpyridine 1-oxide